5-((5-(4-acetamidophenyl)thiazolo[5,4-b]pyridin-2-yl)carbamoyl)-4-(2-methoxyphenyl)picolinic acid C(C)(=O)NC1=CC=C(C=C1)C1=CC=C2C(=N1)SC(=N2)NC(=O)C=2C(=CC(=NC2)C(=O)O)C2=C(C=CC=C2)OC